(3-((2-(5-fluoro-1H-pyrrolo[2,3-b]pyridin-3-yl)-7-methyl-7H-pyrrolo[2,3-d]pyrimidin-4-yl)amino)cyclohexyl)thiazole-4-carboxamide FC=1C=C2C(=NC1)NC=C2C=2N=C(C1=C(N2)N(C=C1)C)NC1CC(CCC1)C=1SC=C(N1)C(=O)N